C1=CC=C(C=C1)C1=CC=CC=C1 4,4'-bi-benzene